COC=1[C@@H](N=C(CN1)OC)C(C)C (2S)-2,5-dihydro-3,6-dimethoxy-2-isopropylpyrazine